7-amino-6-methoxy-3,4-dihydro-1H-isoquinoline-2-carboxylic acid tert-butyl ester C(C)(C)(C)OC(=O)N1CC2=CC(=C(C=C2CC1)OC)N